CSC1=NN=C(S1)NC(=O)C1=C2C(=NO1)C=CC(=C2)OC2=CC=CC=C2 N-(5-(Methylthio)-1,3,4-thiadiazol-2-yl)-5-phenoxybenzo[c]isoxazole-3-carboxamide